ClC1=C(C(=O)NC2=C(C(=CC(=C2)F)C=2N=C3N(C=CC=C3)C2)C)C=CC(=C1F)F 2-chloro-3,4-difluoro-N-(5-fluoro-3-(imidazo[1,2-a]pyridin-2-yl)-2-methylphenyl)benzamide